ClC1=CC(=C(C=C1)[Mg]Br)CCOC1OCCCC1 (4-chloro-2-(2-((tetrahydro-2H-pyran-2-yl)oxy)ethyl)phenyl)magnesium bromide